Samarium (III) sulfate S(=O)(=O)([O-])[O-].[Sm+3].S(=O)(=O)([O-])[O-].S(=O)(=O)([O-])[O-].[Sm+3]